5-([1,1'-Biphenyl]-4-yl)-3-methylpentanoic acid C1(=CC=C(C=C1)CCC(CC(=O)O)C)C1=CC=CC=C1